FC=1C=C(CC2N(CC23NC(CN(C3=O)C3CCC(CC3)C)=O)C=O)C=CC1F (3,4-difluorobenzyl)-8-((1r,4r)-4-methylcyclohexyl)-6,9-dioxo-2,5,8-triazaspiro[3.5]nonane-2-carbaldehyde